C(CCCCCCCCCCCCCCC)C(CCCCCCCCCCCCCCCCCO)CCCCCCCCCCCCCCCC di-cetylstearyl alcohol